2,5-dihydroxy-3,6-dimethylbenzoyl-hydrazine sodium citrate C(CC(O)(C(=O)[O-])CC(=O)[O-])(=O)[O-].[Na+].OC1=C(C(=O)NN)C(=C(C=C1C)O)C.[Na+].[Na+]